8'-Bromo-1-(sec-butyl)-7'-fluoro-3'-methylspiro[azetidine-3,1'-pyrrolo[2,3-c]quinolin]-2'(3'H)-one BrC1=CC=2C3=C(C=NC2C=C1F)N(C(C31CN(C1)C(C)CC)=O)C